CC1=C(C=NC=C1)NC(C)=O N-(4-methyl-3-pyridinyl)acetamide